COC(C1=C(C(=NC=C1F)C(C)=O)F)=O 2-Acetyl-3,5-difluoroisonicotinic acid methyl ester